COC(=O)C1=C(N=NN1C)C1=NC(=C(C=C1)Br)C(F)F 4-(5-bromo-6-(difluoromethyl)pyridin-2-yl)-1-methyl-1H-1,2,3-triazole-5-carboxylic acid methyl ester